(2S,4r)-2-((3S,4S)-4-([1,1'-biphenyl]-3-yl)-3-methylpiperidine-1-carbonyl)-7-oxa-5-azaspiro[3.4]octane-6-one C1(=CC(=CC=C1)[C@@H]1[C@@H](CN(CC1)C(=O)C1CC2(C1)NC(OC2)=O)C)C2=CC=CC=C2